C(C)(=O)OCCOCCN1[C@@H](CN([C@H](C1)C)CCOC1=CC=C(C=C1)OC1=C(C=CC2=CC(=CC=C12)OCC1=CC=CC=C1)C1=CC=C(C=C1)S(=O)(=O)C)C 2-(2-((2R,5S)-4-(2-(4-((6-(benzyloxy)-2-(4-(methylsulfonyl)phenyl)naphthalen-1-yl)oxy)phenoxy)ethyl)-2,5-dimethylpiperazin-1-yl)ethoxy)ethyl acetate